Methyl 4-(4-bromo-2-chlorophenyl)-4-cyanobutanoate BrC1=CC(=C(C=C1)C(CCC(=O)OC)C#N)Cl